4-chloro-6-methyl-2-(4-(1-methylcyclopropyl)phenyl)pyrimidine-5-carboxylic acid ethyl ester C(C)OC(=O)C=1C(=NC(=NC1C)C1=CC=C(C=C1)C1(CC1)C)Cl